FC=1C=C(C=CC1C(F)(F)F)O 3-fluoro-4-(trifluoro-methyl)phenol